2-aminobenzene-1,4-dicarboxylate NC1=C(C=CC(=C1)C(=O)[O-])C(=O)[O-]